BrC1=CC(=C(C=C1)NC(=O)C1CN(CC1)C(=O)OC(C)(C)C)C(N)=O tert-Butyl 3-[(4-bromo-2-carbamoyl-phenyl)carbamoyl]pyrrolidine-1-carboxylate